3-AMINO-2-METHOXYBENZALDEHYDE NC=1C(=C(C=O)C=CC1)OC